(2RS)-N-{4-[(6R)-3-Anilino-5,6-dimethyl-4-oxo-4,5,6,7-tetrahydro-1H-pyrrolo[3,2-c]pyridin-2-yl]pyridin-2-yl}-2-(4-fluorophenyl)propenamid N(C1=CC=CC=C1)C1=C(NC2=C1C(N([C@@H](C2)C)C)=O)C2=CC(=NC=C2)NC(C(=C)C2=CC=C(C=C2)F)=O